2-(3-bromo-4-fluorophenyl)pyrrolidine BrC=1C=C(C=CC1F)C1NCCC1